NC(C#N)[C@@H]1OCCOC1 2-amino-2-[(2S)-1,4-dioxan-2-yl]acetonitrile